FC(OC1=C(C=NC(=C1)C[C@H](C(F)(F)F)C)C1=C(C(=NN1CC)C(=O)NCC1CCC(CC1)S(=O)(=O)C)C)F |o1:10| 5-(4-(Difluoromethoxy)-6-((R*)-3,3,3-trifluoro-2-methylpropyl)pyridin-3-yl)-1-ethyl-4-methyl-N-(((1r,4R)-4-(methylsulfonyl)cyclohexyl)methyl)-1H-pyrazole-3-carboxamide